(2S,3R,4S,5R)-N-(3-Carbamoylphenyl)-3-[2-(Difluoromethoxy)-3,4-difluoro-phenyl]-4,5-dimethyl-5-(trifluoromethyl)tetrahydrofuran-2-carboxamid C(N)(=O)C=1C=C(C=CC1)NC(=O)[C@H]1O[C@]([C@H]([C@@H]1C1=C(C(=C(C=C1)F)F)OC(F)F)C)(C(F)(F)F)C